5-(4-(isoquinolin-7-ylmethoxy)phenyl)-2-oxo-6-(trifluoromethyl)-1,2-dihydropyridine-3-carboxamide C1=NC=CC2=CC=C(C=C12)COC1=CC=C(C=C1)C=1C=C(C(NC1C(F)(F)F)=O)C(=O)N